The molecule is a ortho- and peri-fused tricyclic hydrocarbon that occurs in coal tar. It is an ortho- and peri-fused polycyclic arene, a member of acenaphthylenes and an ortho- and peri-fused tricyclic hydrocarbon. C1=CC2=C3C(=C1)C=CC3=CC=C2